N-((1-(1-(cis-4-isopropylcyclohexyl)piperidin-4-yl)-1H-indole-2-yl)methyl)-4-methylbenzene-sulfonamide C(C)(C)[C@H]1CC[C@H](CC1)N1CCC(CC1)N1C(=CC2=CC=CC=C12)CNS(=O)(=O)C1=CC=C(C=C1)C